CN(C1=CC=C(C=C1)C=1N=C2N(C=CN=C2)C1NC=1C=C(C(=O)N)C=CC1)C 3-[[2-[4-(dimethyl-amino)phenyl]imidazo[1,2-a]pyrazin-3-yl]amino]benzamide